(S)-3-((5-fluoro-6-(N-(6-fluoropyridin-2-yl)sulfamoyl)-4-methylpyridin-3-yl)amino)pyrrolidine-1-carboxylic acid tert-butyl ester C(C)(C)(C)OC(=O)N1C[C@H](CC1)NC=1C=NC(=C(C1C)F)S(NC1=NC(=CC=C1)F)(=O)=O